mono-aluminum cyclohexane-1,2-dicarboxylic acid dilithium [Li].[Li].C1(C(CCCC1)C(=O)O)C(=O)O.[Al]